FC(N1C2=NC(=CC=C2C=2C=NC=CC21)C=2C=C(C(=NC2)N2CCC(CC2)CCN2CCN(CC2)C=2C=C1C(N(C(C1=CC2)=O)C2C(NC(CC2)=O)=O)=O)F)F 5-(4-(2-(1-(5-(9-(difluoromethyl)-9H-pyrrolo[2,3-b:4,5-c']dipyridin-2-yl)-3-fluoropyridin-2-yl)piperidin-4-yl)ethyl)piperazin-1-yl)-2-(2,6-dioxopiperidin-3-yl)isoindoline-1,3-dione